N1C=CC2=CC(=CC=C12)C(CCC(=O)C1=C(C=CC=C1)C)=O 1-(1H-indol-5-yl)-4-(o-tolyl)butane-1,4-dione